BrC1=CC=C(C=C1)N1CCC(CC1)C=O 1-(4-bromophenyl)piperidine-4-carbaldehyde